CC1=CC=2C3=C(NC2C=C1)C(N(C=N3)CCC(=O)OCC3=CC(=CC=C3)C(F)(F)F)=O 3-(trifluoromethyl)benzyl 3-(8-methyl-4-oxo-4,5-dihydro-3H-pyrimido[5,4-b]indol-3-yl)propanoate